C(=O)C1=CNC2=NC(=CC=C12)C 3-FORMYL-6-METHYL-7-AZAINDOLE